FC1=C2CN(C(C2=CC(=C1C1CCN(CC1)CCOC)F)=O)C1C(NC(CC1)=O)=O 3-(4,6-difluoro-5-(1-(2-methoxyethyl)piperidin-4-yl)-1-oxoisoindolin-2-yl)piperidine-2,6-dione